2-oxoethyl-carbamic acid benzyl ester C(C1=CC=CC=C1)OC(NCC=O)=O